2-(perfluorobutyl)iodoethane 2,2,2-trifluoroethyl-(E)-3-aminobut-2-enoate FC(COC(\C=C(/C)\N)=O)(F)F.FC(C(C(C(F)(F)F)(F)F)(F)F)(CCI)F